BrC=1N=C(C=2N(C1C)N=C(N2)CO[Si](C)(C)C(C)(C)C)NCC2=C(C=C(C=C2)OC)OC 6-bromo-2-(((tert-butyldimethylsilyl)oxy)methyl)-N-(2,4-dimethoxybenzyl)-5-methyl-[1,2,4]triazolo[1,5-a]pyrazin-8-amine